C(C)OC1=C(C=C2C(=N1)OC(C2)(C)C)C(=O)NC2=NC(=CC=C2)C=2C=NN(C2)C 6-Ethoxy-2,2-dimethyl-N-(6-(1-methyl-1H-pyrazol-4-yl)pyridin-2-yl)-2,3-dihydrofuro[2,3-b]pyridine-5-carboxamide